C(C)O[SiH](C=CC)OCC Diethoxy(methyl)vinylsilane